2-((4-fluorophenyl)amino)-N-(methyl-d3)-4-((5-methyl-4-oxo-4,5-dihydrothieno[3,2-c]pyridin-3-yl)amino)pyrimidine-5-carboxamide FC1=CC=C(C=C1)NC1=NC=C(C(=N1)NC1=CSC2=C1C(N(C=C2)C)=O)C(=O)NC([2H])([2H])[2H]